BrC1=CC(=CC(=C1)S(=O)(=O)C(F)(F)F)F 1-bromo-3-fluoro-5-(trifluoromethylsulfonyl)-benzene